C(C)(C)(C)OC(N(C1CCN(CC1)C1=NC=C(C=N1)C(F)(F)F)C)=O methyl-(1-(5-(trifluoromethyl)pyrimidin-2-yl)piperidin-4-yl)carbamic acid tert-butyl ester